trans-4-[[3-[4-[2-(2-amino-3-pyridyl)-6-(3-pyridyl)imidazo[4,5-b]pyridin-3-yl]phenyl]azetidin-1-yl]methyl]cyclohexanecarboxylic acid NC1=NC=CC=C1C1=NC=2C(=NC=C(C2)C=2C=NC=CC2)N1C1=CC=C(C=C1)C1CN(C1)C[C@@H]1CC[C@H](CC1)C(=O)O